5-(difluoromethyl)-8-hydroxyquinoline trifluoroacetate FC(C(=O)O)(F)F.FC(C1=C2C=CC=NC2=C(C=C1)O)F